C(C)(C)(C)OC(=O)N1CCCC(=CC1)C1=C(C(=CC=2OCCOC21)N)Cl tert-butyl-5-(7-amino-6-chloro-2,3-dihydro-1,4-benzodioxin-5-yl)-2,3,4,7-tetrahydroazepine-1-carboxylate